ethyl 2-thioxo-3-thiazolidincarboxylate S=C1SCCN1C(=O)OCC